ethyl 2-(4-[3-[(2S)-2-[(tert-butoxycarbonyl)amino]-4-carbamoylbutoxy]-2-chlorophenyl]cyclohexyl)acetate C(C)(C)(C)OC(=O)N[C@H](COC=1C(=C(C=CC1)C1CCC(CC1)CC(=O)OCC)Cl)CCC(N)=O